(+/-)-5-methyl-4-oxopiperidine-1,3-dicarboxylic acid 1-tert-butyl 3-ethyl ester C(C)OC(=O)C1CN(CC(C1=O)C)C(=O)OC(C)(C)C